OC1=C(C(=O)C2=CC=C(C=C2)O)C=CC=C1 2,4'-Dihydroxybenzophenone